rac-tert-butyl {[(2R,3S)-2-(propan-2-yl)-2,3-dihydrofuro[3,2-b]pyridin-3-yl]methyl}carbamate CC(C)[C@@H]1[C@H](C2=NC=CC=C2O1)CNC(OC(C)(C)C)=O |r|